1-(6-(4-(5-chloro-6-methyl-1H-indazol-4-yl)-3-(8-(2-hydroxy-2-methylpropyl)-5,8-diazaspiro[3.5]non-5-yl)-5-methyl-1H-pyrazol-1-yl)-2-azaspiro[3.3]hept-2-yl)prop-2-en-1-one ClC=1C(=C2C=NNC2=CC1C)C=1C(=NN(C1C)C1CC2(CN(C2)C(C=C)=O)C1)N1C2(CCC2)CN(CC1)CC(C)(C)O